The molecule is a substituted aniline carrying an isopropyl group at position 4. It is a metabolite of isoproturon. It has a role as a bacterial xenobiotic metabolite and a marine xenobiotic metabolite. CC(C)C1=CC=C(C=C1)N